C(C)(=O)N1CCN(CC1)C1=CC=C(C=C1)C=1OC2=C(C=C(C=C2C(C1C)=O)C)[C@@H](C)NC1=C(C(=O)O)C=CC=C1 2-[[(1R)-1-[2-[4-(4-acetylpiperazin-1-yl)phenyl]-3,6-dimethyl-4-oxo-chromen-8-yl]ethyl]amino]benzoic acid